ClC=1C=C(C(=C(C1)O)C=1N=NC(=CC1)CO[C@H]1COCC1)C (R)-5-Chloro-3-methyl-2-(6-(((tetrahydrofuran-3-yl)oxy)methyl)pyridazin-3-yl)phenol